2-chloro-4,6-diethylamino-1,3,5-triazine ClC1=NC(=NC(=N1)NCC)NCC